C(C)S(=O)(=O)N1N=C(C=C1)OC 1-(ethylsulfonyl)-3-methoxy-1H-pyrazole